1,3-diethyl 2-{[(5-methoxypyridin-3-yl) amino] methylidene}propanedioate COC=1C=C(C=NC1)NC=C(C(=O)OCC)C(=O)OCC